amino-6-bromopyridin-2(1H)-one NN1C(C=CC=C1Br)=O